C(C)(=O)OCC=1C(=NC=CC1B(O)O)N1C(C=2N(C=3CCCCC3C2)CC1)=O 3-(acetoxymethyl)-2-(1-oxo-3,4,6,7,8,9-hexahydropyrazino[1,2-a]indol-2(1H)-yl)pyridine-4-ylboronic acid